(3-(3-(6-bromo-7-(((S)-1-(ethylsulfonyl)pyrrolidin-3-yl)amino)-1H-imidazo[4,5-b]pyridin-2-yl)-2,5-dimethyl-1H-pyrrol-1-yl)-2-methylphenyl)-2-morpholinoacetamide BrC=1C(=C2C(=NC1)N=C(N2)C2=C(N(C(=C2)C)C=2C(=C(C=CC2)C(C(=O)N)N2CCOCC2)C)C)N[C@@H]2CN(CC2)S(=O)(=O)CC